CN(S(=O)(=O)N([C@@H]1[C@@H](N([C@@H](C1)C)C(=O)OC(C)C)COC1CC2CC2(CC1)C1=NC=CC=N1)CC1=CC=C(C=C1)OC)C isopropyl (2R,3S,5R)-3-((N,N-dimethylsulfamoyl)(4-methoxybenzyl)amino)-5-methyl-2-(((6-(pyrimidin-2-yl)bicyclo[4.1.0]heptan-3-yl)oxy)methyl)pyrrolidine-1-carboxylate